2'-hydroxychalconeid OC1=C(C(/C=C/C2=[C-]C=CC=C2)=O)C=CC=C1